monoiodotyrosine methyl ester COC([C@@H](N)CC1=CC(I)=C(C=C1)O)=O